3-((4-(5-(chlorodifluoromethyl)-1,2,4-oxadiazol-3-yl)benzyl)amino)-4-((oxazol-4-ylmethyl)amino)cyclobut-3-ene-1,2-dione ClC(C1=NC(=NO1)C1=CC=C(CNC=2C(C(C2NCC=2N=COC2)=O)=O)C=C1)(F)F